(dimethylsilanediyl)dimethanol (2S,5R)-tert-butyl-2-methyl-5-((5-(trifluoromethyl)pyrimidin-2-yl)amino)piperidine-1-carboxylate C(C)(C)(C)[C@]1(N(C[C@@H](CC1)NC1=NC=C(C=N1)C(F)(F)F)C(=O)OC[Si](CO)(C)C)C